3-(6-oxooxan-2-yl)propanoate O=C1CCCC(O1)CCC(=O)[O-]